C12CN(CC(CC1)N2)C=2OC1=C(N2)C=C(C=C1C=1SC=CN1)O 2-(3,8-diazabicyclo[3.2.1]octan-3-yl)-7-(thiazol-2-yl)benzo[d]oxazol-5-ol